ClC1=NC=C(C=C1C(=O)OC)O methyl 2-chloro-5-hydroxy-pyridine-3-carboxylate